OC1(C(C(=C(C(=C1C)O)C)O)C)C=O 2,4,6-trihydroxymesitylenealdehyde